FC=1C=C2C3(C(NC2=CC1)=O)CC3 5'-FLUOROSPIRO[CYCLOPROPANE-1,3'-INDOLINE]-2'-ONE